tert-Butyl 3-fluoro-4-(3-iodo-1-((2-(trimethylsilyl)ethoxy)methyl)-1H-pyrazolo[4,3-d]pyrimidin-5-yl)-5-(trifluoromethyl)benzyl(methyl)carbamate FC=1C=C(CN(C(OC(C)(C)C)=O)C)C=C(C1C=1N=CC2=C(N1)C(=NN2COCC[Si](C)(C)C)I)C(F)(F)F